5-([1,2,4]Triazolo[1,5-a]pyridin-6-yl)-N-(4-fluorophenyl)-1-(6-methylpyridin-2-yl)-1H-pyrazol-3-carboxyamid N=1C=NN2C1C=CC(=C2)C2=CC(=NN2C2=NC(=CC=C2)C)CC(=O)NC2=CC=C(C=C2)F